OC(C)(C)C=1C=CC(=NC1)C=1C=NC(=CC1NC1=CC(=CC(=C1)C(F)(F)F)S(=O)(=O)C)CC(=O)N 5-(2-hydroxypropan-2-yl)-4'-((3-(methylsulfonyl)-5-(trifluoromethyl)phenyl)amino)-[2,3'-bipyridin-6'-yl]acetamide